COC([C@@H](N(CC1=CC=C(C=C1)C1=C(C=CC=C1)C1=NN=NN1)C(CCCC)=O)C(C)C)=O N-(1-Oxopentyl)-N-[[2'-(1H-tetrazol-5-yl)[1,1'-biphenyl]-4-yl]methyl]-L-valine Methyl Ester